4-{[2-(4-fluorophenyl)imidazo[1,2-a]pyridine-3-yl]methyl}piperazin-1-yl-methanone FC1=CC=C(C=C1)C=1N=C2N(C=CC=C2)C1CN1CCN(CC1)C=O